3-bromo-1-(3-chloropyridine-2-yl)-1H-pyrazole-5-formic acid BrC1=NN(C(=C1)C(=O)O)C1=NC=CC=C1Cl